O=C1N(CC2=CC(=CC=C12)C1CCN(CC1)CC=1C=C2C(N(C=NC2=CC1)C=1C(NC=CC1)=O)=O)C1C(NC(CC1)=O)=O 3-(1-oxo-5-(1-((4-oxo-3-(2-oxo-1,2-dihydropyridin-3-yl)-3,4-dihydroquinazolin-6-yl)methyl)piperidin-4-yl)isoindolin-2-yl)piperidine-2,6-dione